OCC1=CC=C(N=N1)C1C(NC(CC1)=O)=O 3-(6-(Hydroxymethyl)pyridazin-3-yl)piperidine-2,6-dione